C(CCCCCCC\C=C/CCCCCCCC)CC(=O)[O-].C(CCCCCCC\C=C/CCCCCCCC)CC(=O)[O-].C(C)(C)O[Al+2] monoisopropoxyaluminum bis(oleylacetate)